1-[(6-{3-azabicyclo[3.1.0]hex-3-yl}-2-methylpyridin-3-yl)methyl]-3-(difluoromethyl)-1H-pyrazole-4-carboxylic acid ethyl ester C(C)OC(=O)C=1C(=NN(C1)CC=1C(=NC(=CC1)N1CC2CC2C1)C)C(F)F